diethylhexyl syringylidenmalonate C(C1=CC(OC)=C(O)C(OC)=C1)=C(C(=O)OC(CCCCC)(CC)CC)C(=O)[O-]